N-((4-fluoro-1-(6-(1-methyl-1H-pyrazol-4-yl)pyrazolo[1,5-a]pyrazin-4-yl)piperidin-4-yl)methyl)-5-(1-methylcyclopropyl)-1,2,4-oxadiazole-3-carboxamide trifluoroacetate FC(C(=O)O)(F)F.FC1(CCN(CC1)C=1C=2N(C=C(N1)C=1C=NN(C1)C)N=CC2)CNC(=O)C2=NOC(=N2)C2(CC2)C